tetramethylolmethane tetramethacrylate C(C(=C)C)(=O)O.C(C(=C)C)(=O)O.C(C(=C)C)(=O)O.C(C(=C)C)(=O)O.C(O)C(CO)(CO)CO